N1[C@@H](C1)C(=O)N(NC([C@H](CC(C)C)NC(=O)C=1NC2=CC=CC(=C2C1)OC)=O)C[C@H]1C(NCC1)=O N-((S)-1-(2-((S)-Aziridine-2-carbonyl)-2-(((S)-2-oxopyrrolidin-3-yl)methyl)hydrazineyl)-4-methyl-1-oxopentan-2-yl)-4-methoxy-1H-indole-2-carboxamide